6-(3-((3-(4-(2-(isobutylsulfonyl)phenoxy)-3-(trifluoromethyl)phenyl)-1,2,4-oxadiazol-5-yl)methyl)-1-(2-morpholinoethyl)-2,4-dioxo-1,3,8-triazaspiro[4.5]decan-8-yl)-6-oxohexanoic acid C(C(C)C)S(=O)(=O)C1=C(OC2=C(C=C(C=C2)C2=NOC(=N2)CN2C(N(C3(C2=O)CCN(CC3)C(CCCCC(=O)O)=O)CCN3CCOCC3)=O)C(F)(F)F)C=CC=C1